NCCC(C(=O)N)CCOC1=C(C=C(C(=C1)[N+](=O)[O-])CO)OC (2-aminoethyl)-4-[4-(hydroxymethyl)-2-methoxy-5-nitrophenoxy]-butyramide